BrC1=CC(=C(O[C@H](C(=O)OC)C(C)C)C=C1)C1=NOCC1OCC (2S)-methyl 2-[4-bromo-2-(4-ethoxy-4,5-dihydroisoxazol-3-yl) phenoxy]-3-methylbutanoate